Tert-Butyl (2S,3S)-2-(3-bromo-2-fluorobenzyl)-3-((methylsulfonyl)amino)pyrrolidine-1-carboxylate BrC=1C(=C(C[C@@H]2N(CC[C@@H]2NS(=O)(=O)C)C(=O)OC(C)(C)C)C=CC1)F